N,N-bis(4-(benzofuranyl)phenyl)amine O1C(=CC2=C1C=CC=C2)C2=CC=C(C=C2)NC2=CC=C(C=C2)C=2OC1=C(C2)C=CC=C1